(E)-3-(2-((E)-4-(2-(4-benzylpiperazin-1-yl)-2-oxoethoxy)styryl)-4,6-dimethoxyphenyl)-1-(2-hydroxy-5-methoxyphenyl)prop-2-en-1-one C(C1=CC=CC=C1)N1CCN(CC1)C(COC1=CC=C(/C=C/C2=C(C(=CC(=C2)OC)OC)/C=C/C(=O)C2=C(C=CC(=C2)OC)O)C=C1)=O